C(C)(=O)C=1C(N(C=C2C1N=C(NC2=O)C)C2(CC2)C)=O 8-acetyl-2-methyl-6-(1-methylcyclopropyl)pyrido[4,3-d]pyrimidine-4,7(3H,6H)-dione